C1(CCC1)C1=CC(=C(C=C1F)N1C(C=CC2=CC(=CC=C12)S(=O)(=O)NC1=NOC=C1)=O)OC (P)-1-(4-CYCLOBUTYL-5-FLUORO-2-METHOXYPHENYL)-N-(ISOXAZOL-3-YL)-2-OXO-1,2-DIHYDROQUINOLINE-6-SULFONAMIDE